2-methyl-3,3-diethyl-acrylic acid CC(C(=O)O)=C(CC)CC